butyl 6-(4-bromo-5-methyl-3-(1-methyl-6-oxo-1,6-dihydropyridin-2-yl)-1H-pyrazol-1-yl)-2-azaspiro[3.3]heptane-2-carboxylate BrC=1C(=NN(C1C)C1CC2(CN(C2)C(=O)OCCCC)C1)C=1N(C(C=CC1)=O)C